BrC1=CC(=C2C(N(C(C2=C1)=O)CC1=NC=C(C=C1)Cl)(O)C1=CC=C(C=C1)Cl)F 6-bromo-3-(4-chlorophenyl)-2-((5-chloropyridin-2-yl)methyl)-4-fluoro-3-hydroxyisoindolin-1-one